CC=1N=C2N(C=CC=3[C@@H]([C@H]([C@@H](NC23)C2=CC=CC=C2)O)OCCOC)C1C (7S,8S,9S)-2,3-Dimethyl-8-hydroxy-7-(2-methoxyethoxy)-9-phenyl-7,8,9,10-tetrahydro-imidazo[1,2-h][1,7]naphthyridine